1-(4-hydroxyphenyl)-3,3-dimethyl-2,3-dihydro-1H-inden-5-ol OC1=CC=C(C=C1)C1CC(C2=CC(=CC=C12)O)(C)C